FC=1C=CC(=C(C1)NCC=1N(C2=CC=CC=C2C1)S(=O)(=O)C1=CC=CC=C1)OC (S)-(5-fluoro-2-methoxyphenyl)(1-(phenylsulfonyl)-1H-indol-2-yl)methylamine